3-(5-ethyl-4-oxo-7-propyl-4,5-dihydro-3H-pyrrolo[3,2-d]pyrimidin-2-yl)-4-propoxybenzenesulfonyl chloride C(C)N1C=C(C=2N=C(NC(C21)=O)C=2C=C(C=CC2OCCC)S(=O)(=O)Cl)CCC